CC1=CC2=C(N=C(O2)C(=O)NC2=CC(=C(C=C2)F)[C@]2(NC(N(S(C2)(=O)=O)C)=N)C)C=C1 (R)-6-methyl-N-(4-fluoro-3-(3-imino-2,5-dimethyl-1,1-dioxo-1,2,4-thiadiazin-5-yl)phenyl)benzo[d]oxazole-2-carboxamide